N[C@H](COC(CCCCC(=O)O)=O)C(=O)N[C@@H](CC=1N=CNC1)C(=O)O 6-((R)-2-amino-3-(((S)-1-carboxy-2-(1H-imidazol-4-yl)ethyl)amino)-3-oxopropoxy)-6-oxohexanoic acid